COC1=CC=C(C=C1)C(OC[C@@]1(COC[C@@H](O1)N1C(N=C(C=C1)NC(C1=CC=CC=C1)=O)=O)COP(N(C(C)C)C(C)C)OCCC#N)(C1=CC=CC=C1)C1=CC=C(C=C1)OC N-[1-[(2R,6S)-6-[[bis(4-methoxyphenyl)-phenyl-methoxy]methyl]-6-[[2-cyanoethoxy-(diisopropylamino)phosphanyl]oxymethyl]-1,4-dioxan-2-yl]-2-oxo-pyrimidin-4-yl]benzamide